(R)-3-(3-(3-(4-aminopyrido[3,2-d]pyrimidin-6-yl-2-d)phenyl)-1H-1,2,4-triazol-5-yl)-3-hydroxy-1-methylpyrrolidin-2-one NC=1C2=C(N=C(N1)[2H])C=CC(=N2)C=2C=C(C=CC2)C2=NNC(=N2)[C@]2(C(N(CC2)C)=O)O